4-[[2-(5-acetyl-2-methoxy-phenyl)acetyl]amino]-N-tert-butyl-pyridine-2-carboxamide C(C)(=O)C=1C=CC(=C(C1)CC(=O)NC1=CC(=NC=C1)C(=O)NC(C)(C)C)OC